(S)-2-{[(2S,5S)-5-((S)-2-Acetylamino-3-methyl-butyrylamino)-4-oxo-1,2,4,5,6,7-hexahydro-azepino[3,2,1-hi]indole-2-carbonyl]amino}-pentanedioic acid C(C)(=O)N[C@H](C(=O)N[C@H]1CCC=2C=CC=C3C[C@H](N(C23)C1=O)C(=O)N[C@H](C(=O)O)CCC(=O)O)C(C)C